2-(4-isobutylphenyl)acetic acid C(C(C)C)C1=CC=C(C=C1)CC(=O)O